ClC=1C=CC(=C(C1)C1=C2C(=NC(=C1)C)C(=CS2)C(=O)O)OCCN2C(=NC=1CC[C@@](CC1C2=O)([2H])N2CCC(CC2)OC(F)(F)F)C (R)-7-(5-chloro-2-(2-(2-methyl-4-oxo-6-(4-(trifluoromethoxy)piperidin-1-yl)-5,6,7,8-tetrahydroquinazolin-3(4H)-yl-6-d)ethoxy)phenyl)-5-methylthieno[3,2-b]pyridine-3-carboxylic acid